methyl 7-benzyl-2,4-dihydroxy-5,6,7,8-tetrahydro-1,7-naphthyridine-3-carboxylate C(C1=CC=CC=C1)N1CCC=2C(=C(C(=NC2C1)O)C(=O)OC)O